OCC1CCC2=C(C=3CCCC3C=C12)NC(=O)N=S(=O)(N)C=1C=NN2C1OCCC2 N'-((1-(hydroxymethyl)-1,2,3,5,6,7-hexahydro-s-indacen-4-yl)carbamoyl)-6,7-dihydro-5H-pyrazolo[5,1-b][1,3]oxazine-3-sulfonimidamide